3-bromo-1-(4-(difluoromethoxy)phenyl)-7-ethoxy-1,8-naphthyridin-2(1H)-one BrC=1C(N(C2=NC(=CC=C2C1)OCC)C1=CC=C(C=C1)OC(F)F)=O